FC1=CC(=C(C=C1)N1CN(C(C2=C1C=C(N=C2)C#N)=O)C=2C(=NC(=CC2)OC)C)C 1-(4-fluoro-2-methylphenyl)-3-(6-methoxy-2-methylpyridin-3-yl)-4-oxo-1,2,3,4-tetrahydropyrido[4,3-d]pyrimidine-7-carbonitrile